C(CCCCCCCC(=O)OCCCCCCCCCC)(=O)OCC(COC(CCC(OCCCCCCCC)OCCCCCCCC)=O)COC(=O)OCCCN(CC)CC 1-(3-((4,4-bis(octyloxy)butanoyl)oxy)-2-((((3-(diethylamino)propoxy)carbonyl)oxy)methyl)propyl) 9-decyl nonanedioate